3-(4-(2-chloro-5-fluoropyrimidin-4-yl)-1H-pyrazol-1-yl)propionitrile ClC1=NC=C(C(=N1)C=1C=NN(C1)CCC#N)F